C(C)(C)(C)OC(=O)N1CC2(CC2)[C@@H](C1)NC1=NC(=C(C=C1)C1=NC=CC(=N1)C(F)F)C (S)-7-((5-(4-(difluoromethyl)pyrimidin-2-yl)-6-methylpyridin-2-yl)amino)-5-azaspiro[2.4]heptane-5-carboxylic acid tert-butyl ester